C(C)(=O)O[C@@H](CC[C@H]1C(N([C@@H]1C1=CC=C(C=C1)OC(C)=O)C1=CC=C(C=C1)Cl)=O)C1=CC=C(C=C1)Cl 3(R)-[3(S)-(acetyloxy)-3-(4-chlorophenyl)propyl]-4(S)-[4-(acetyloxy)phenyl]-1-(4-chlorophenyl)-2-azetidinone